isooctyl acrylate (isooctyl acrylate) C(CCCCC(C)C)C(C(=O)O)=C.C(C=C)(=O)OCCCCCC(C)C